3-((2S)-3-(8-(2,3-dihydrobenzo[b][1,4]dioxin-6-ylsulfonyl)-1-oxa-8-azaspiro[4.5]dec-3-ylamino)-2-hydroxypropoxy)-N-methylbenzenesulfonamide O1C2=C(OCC1)C=C(C=C2)S(=O)(=O)N2CCC1(CC(CO1)NC[C@@H](COC=1C=C(C=CC1)S(=O)(=O)NC)O)CC2